The molecule is an L-lysyl-L-glutamine dipetide in which the N(6) of the lysyl residue is linked to an acid-form fluorescein derivative and the glutamine residue carries an N-(2,4-dinitrophenyl)-L-alanine-containing substituent. It is used as a fluorescently labelled hapten. It has a role as an epitope and a hapten. It contains a 2,4-dinitrophenyl group. C1=CC(=C(C=C1NC(=S)NCCCC[C@@H](C(=O)N[C@@H](CCC(=O)O)C(=O)NCCCC[C@@H](C(=O)N)NC(=O)CCOCCOCC(=O)NC[C@@H](C(=O)O)NC2=C(C=C(C=C2)[N+](=O)[O-])[N+](=O)[O-])N)C(=O)O)C3=C4C=CC(=O)C=C4OC5=C3C=CC(=C5)O